OCCN(C(=O)C1=CC=2C(C3=CC=CC(=C3C(C2C=C1)=O)OC)=O)C N-(2-hydroxyethyl)-5-methoxy-N-methyl-9,10-dioxo-9,10-dihydroanthracene-2-carboxamide